COC=1C=C(N)C=C(C1)C1COCC1 3-methoxy-5-(tetrahydrofuran-3-yl)aniline